C(C)(C)(C)OC(=O)N[C@H](C(=O)O)C(C)(C)C (2S)-2-{[(tert-butoxy)carbonyl]amino}-3,3-dimethylbutyric acid